1-(2-(5-(4-methyl-2-oxopiperazin-1-yl)pyrazolo[1,5-a]pyridine-3-carbonyl)-2-azaspiro[3.3]heptan-6-yl)-3-(3-(trifluoromethyl)phenyl)urea CN1CC(N(CC1)C1=CC=2N(C=C1)N=CC2C(=O)N2CC1(C2)CC(C1)NC(=O)NC1=CC(=CC=C1)C(F)(F)F)=O